1,3,12-dodecanetriol C(CC(CCCCCCCCCO)O)O